3-(2,3-difluorophenyl)-6-{4-[4-(propan-2-yl)piperazin-1-yl]phenyl}-1,2-dihydro-quinolin-2-one FC1=C(C=CC=C1F)C=1C(NC2=CC=C(C=C2C1)C1=CC=C(C=C1)N1CCN(CC1)C(C)C)=O